6-methyl-4-(1-methyl-2-oxo-5-(4-((trifluoromethoxy)methyl)phenyl)-1,2-dihydropyridin-4-yl)-2-(1-(trifluoromethyl)-1H-pyrazol-4-yl)-1,6-dihydro-7H-pyrrolo[2,3-c]pyridin-7-one CN1C(C2=C(C(=C1)C1=CC(N(C=C1C1=CC=C(C=C1)COC(F)(F)F)C)=O)C=C(N2)C=2C=NN(C2)C(F)(F)F)=O